(3R,5R)-1-benzyl-5-((tert-butyldiphenylsilyl)oxy)piperidin-3-ol C(C1=CC=CC=C1)N1C[C@@H](C[C@H](C1)O[Si](C1=CC=CC=C1)(C1=CC=CC=C1)C(C)(C)C)O